sodium hydroxy benzenesulfonate C1(=CC=CC=C1)S(=O)(=O)OO.[Na]